COC([C@@H](N(C)C(CN(C)C(=O)OC(C)(C)C)=O)C(C)C)=O N-(N-(t-Butoxycarbonyl)-N-methylglycyl)-N-methyl-L-valine methyl ester